N-[4-(2-Dimethylamino-ethoxy)-benzyl]-3-[3-(4-trifluoromethoxy-benzyl)-3H-imidazo[4,5-b]pyridin-2-yl]-propionamide CN(CCOC1=CC=C(CNC(CCC2=NC=3C(=NC=CC3)N2CC2=CC=C(C=C2)OC(F)(F)F)=O)C=C1)C